ClC1=CC=CC=2N1N=C(C2)[C@H]2N(CCC1=C2N=CN1)C=1OC(=NN1)C1=CC=C(C=C1)F (S)-2-(4-(7-chloropyrazolo[1,5-a]pyridin-2-yl)-1,4,6,7-tetrahydro-5H-imidazo[4,5-c]pyridin-5-yl)-5-(4-fluorophenyl)-1,3,4-oxadiazole